(1R,3S,5R)-2-(2-(4-amino-6-(trifluoromethyl)-9H-pyrido[2',3':4,5]pyrrolo[2,3-d]pyrimidin-9-yl)acetyl)-N-(6-bromopyridin-2-yl)-2-azabicyclo[3.1.0]hexane-3-carboxamide NC=1C2=C(N=CN1)N(C1=C2N=C(C=C1)C(F)(F)F)CC(=O)N1[C@@H]2C[C@@H]2C[C@H]1C(=O)NC1=NC(=CC=C1)Br